N-((1R,2R)-2-Hydroxycyclobutyl)-7-(methylamino)-5-((2-carbonyl-1-(1H-pyrrol-1-yl)-1,2-dihydropyridin-3-yl)amino)pyrazolo[1,5-a]pyrimidine-3-carboxamide O[C@H]1[C@@H](CC1)NC(=O)C=1C=NN2C1N=C(C=C2NC)NC=2C(N(C=CC2)N2C=CC=C2)=C=O